tert-Butyl (S)-4-(5-(azetidin-1-yl)-7-(3-chlorophenyl)-7H-pyrrolo[2,3-d]pyrimidin-4-yl)-3-methylpiperazine-1-carboxylate N1(CCC1)C1=CN(C=2N=CN=C(C21)N2[C@H](CN(CC2)C(=O)OC(C)(C)C)C)C2=CC(=CC=C2)Cl